cis-2-decene-1,10-dicarboxylic acid C(\C=C/CCCCCCCC(=O)O)C(=O)O